CN(CCCC(C(C)C)N1CC2(C1)CN(CC2)C=2N=CN=NC2OC2=C(C(=O)N(C(C)C)C(C)C)C=C(C=C2)F)C 2-((5-(2-(6-(dimethylamino)-2-methylhexan-3-yl)-2,6-diazaspiro[3.4]oct-6-yl)-1,2,4-triazin-6-yl)oxy)-5-fluoro-N,N-diisopropylbenzamide